S-(3-(((2S,4aR,6R,7aS)-6-(2-amino-6-thioxo-1,6-dihydro-9H-purin-9-yl)-2-oxidotetrahydro-4H-furo[3,2-d][1,3,2]dioxaphosphinin-2-yl)oxy)propyl) 2,2-dimethyl-3-propoxypropanethioate CC(C(SCCCO[P@]1(OC[C@@H]2[C@@H](O1)C[C@@H](O2)N2C=1N=C(NC(C1N=C2)=S)N)=O)=O)(COCCC)C